C(C)C=1SC(=CC1C(=O)O)C1=NNC2=CC=CC=C12.C(C)OC(=O)C1=CSC(=C1)C1=NNC2=CC=CC=C12 5-(1H-indazol-3-yl)thiophene-3-carboxylic acid ethyl ester (ethyl 5-(1H-indazol-3-yl) thiophene-3-carboxylate)